COC=1C=C(C=CC1OC)S(=O)(=O)N1CC2=C(C1)CN(C2)C(=O)NCC2=CC(=CC=C2)OC 5-(3,4-Dimethoxybenzenesulfonyl)-N-[(3-methoxyphenyl)methyl]-1H,2H,3H,4H,5H,6H-pyrrolo[3,4-c]pyrrole-2-carboxamide